CN1CC=C(C2=CC=CC=C12)C=CC1=CC=C(C=C1)OCC1=NC=CC=C1 1-methyl-4-(4-(2-picolyloxy)styryl)quinoline